3-[(3-{[(3-methyl-1H-indol-4-yl)methyl]amino}pyrido[2,3-b]pyrazin-6-yl)amino]cyclobutan-1-ol CC1=CNC2=CC=CC(=C12)CNC1=CN=C2C(=N1)N=C(C=C2)NC2CC(C2)O